3-(2,2-Diphenyl-2-((1-((tetrahydro-2H-pyran-4-carbonyl)oxy)decyl)oxy)acetoxy)spiro[bicyclo[3.2.1]octane-8,1'-pyrrolidin]-8-ium formate C(=O)[O-].C1(=CC=CC=C1)C(C(=O)OC1CC2CCC(C1)[N+]21CCCC1)(OC(CCCCCCCCC)OC(=O)C1CCOCC1)C1=CC=CC=C1